C(CCC)C(CO)(CO)CC 2-butyl-2-ethyl-1,3-propylene glycol